CS(=O)(=O)O[C@@H]1C(N(CC1)CC1=CC=C(C=C1)C([2H])([2H])[2H])=O (S)-1-(4-(methyl-d3)benzyl)-2-oxopyrrolidin-3-yl methanesulfonate